C(C)N1C2=C(C=CC1=O)N(C=C2I)S(=O)(=O)C2=CC=C(C=C2)C 4-ethyl-3-iodo-1-(4-methylbenzenesulfonyl)-1H,4H,5H-pyrrolo[3,2-b]pyridin-5-one